N-[(6-bromo-2-methyL-imidazo[1,2-a]pyridin-8-yl)methyl]methanesulfonamide BrC=1C=C(C=2N(C1)C=C(N2)C)CNS(=O)(=O)C